C1(CC1)CNC1=C(C=CC(=N1)C(=O)OC)[N+](=O)[O-] methyl 6-((cyclopropylmethyl) amino)-5-nitropyridineformate